P(=O)(O)(O)O[C@@H]([C@H](NC(CCCCCCS)=O)C(=O)O)C N-7-mercaptoheptanoylthreonine phosphate